CN(CCOC1=C(C=CC(=C1)C(=O)NC1=CC(=C(C=C1)O)NS(=O)(=O)C)C1=CC=C(C=C1)C(F)(F)F)C 2-(2-(dimethylamino)ethoxy)-N-(4-hydroxy-3-(methylsulfonylamino)phenyl)-4'-(trifluoromethyl)-[1,1'-biphenyl]-4-carboxamide